C(C)(=O)OCCCCN1C=2C(C(=C(C1=O)C(=O)NC13CC4CC(CC(C1)C4)C3)O)=NN(C2)C 4-(4-acetoxy-1-butyl)-N-(adamantan-1-yl)-4,5-dihydro-7-hydroxy-2-methyl-5-oxo-2H-pyrazolo[4,3-b]pyridin-6-carboxamide